tert-butyl N-[(2S)-1-[5-chloro-3-(dimethylcarbamoyl)-7-[(furan-2-ylmethyl)amino]furo[3,2-b]pyridin-2-yl]propan-2-yl]carbamate ClC1=CC(=C2C(=N1)C(=C(O2)C[C@H](C)NC(OC(C)(C)C)=O)C(N(C)C)=O)NCC=2OC=CC2